C(C)(=O)C(=O)[C@@H](O)[C@@H](O)[C@H](O)[C@H](O)CO Acetylmannose